9,9'-(3,5-di(9H-carbazol-9-yl)-[4,4'-bipyridine]-2,6-diyl)bis(3,6-diphenyl-9H-carbazole) C1=CC=CC=2C3=CC=CC=C3N(C12)C=1C(=NC(=C(C1C1=CC=NC=C1)N1C2=CC=CC=C2C=2C=CC=CC12)N1C2=CC=C(C=C2C=2C=C(C=CC12)C1=CC=CC=C1)C1=CC=CC=C1)N1C2=CC=C(C=C2C=2C=C(C=CC12)C1=CC=CC=C1)C1=CC=CC=C1